C(C)(=O)OCC1CC2CN3C1C(C1=C(CC3=O)C3=C(N1)C=CC(=N3)OC)C2 racemic-(2-methoxy-12-oxo-6,6a,7,8,9,10,12,13-octahydro-5H-6,9-methanopyrido[1,2-a]pyrido[2',3':4,5]pyrrolo[2,3-d]azepin-7-yl)methyl acetate